Tert-Butyl 1-[[2-(hydroxymethyl)pyridin-3-yl]methyl]-1H,4H,5H,6H,7H-imidazo[4,5-c]pyridine-5-carboxylate OCC1=NC=CC=C1CN1C=NC=2CN(CCC21)C(=O)OC(C)(C)C